4-(4,4,5,5-tetramethyl-1,3,2-dioxaborolan-2-yl)-N-(3-(trifluoromethyl)benzyl)benzamide CC1(OB(OC1(C)C)C1=CC=C(C(=O)NCC2=CC(=CC=C2)C(F)(F)F)C=C1)C